6-amino-3-(4-fluorophenyl)-7-(3-methoxy-2,6-dimethylphenyl)-2-methylpyrrolo[1,2-b]pyridazine-5-carbonitrile NC=1C(=C2N(N=C(C(=C2)C2=CC=C(C=C2)F)C)C1C1=C(C(=CC=C1C)OC)C)C#N